FC=1C(=NN(C1)CC=1N=COC1)C(=O)N[C@@H]1C(N(C2=C(OC1)C=CC=N2)C)=O (S)-4-fluoro-N-(5-methyl-4-oxo-2,3,4,5-tetrahydropyrido[3,2-b][1,4]oxazepin-3-yl)-1-(oxazol-4-ylmethyl)-1H-pyrazole-3-carboxamide